C(N)(OC=CC)=O Propenyl carbamate